C(#N)C=1C=C2C(N(C(=NC2=C(C1)C)[C@@H]1N(C[C@H](C1)F)C(=O)OC(C)(C)C)C1=CC(=C(C=C1)OC)F)=O tert-butyl (2R,4S)-2-(6-cyano-3-(3-fluoro-4-methoxyphenyl)-8-methyl-4-oxo-3,4-dihydroquinazolin-2-yl)-4-fluoropyrrolidine-1-carboxylate